CN1C=2C=CC=CC2N(C2=CC=CC=C12)C 5,10-dimethyl-5,10-dihydrophenazine